alliin N[C@@H](CS(=O)CC=C)C(=O)O